N[C@H](C(=O)NC=1C=C(C=CC1O)C[C@@H](C[C@@H](C(=O)O)C)NC(=O)OC(C)(C)C)C (2S,4R)-5-(3-((S)-2-aminopropanamido)-4-hydroxyphenyl)-4-((tert-butoxycarbonyl)amino)-2-methylpentanoic acid